C(C)(C)(C)C=1C=C(C=CC1)C1(CC2(CN(C2)C(=O)OC(C)(C)C)CC1)O tert-Butyl 6-(3-(tert-butyl)phenyl)-6-hydroxy-2-azaspiro[3.4]octane-2-carboxylate